3-Morpholinepropanamine N1C(COCC1)CCCN